methyl (2E)-4-[isopropyl(methyl)amino]but-2-enoate C(C)(C)N(C/C=C/C(=O)OC)C